IC1=C(C2=CC=CC=C2C=C1)O iodo-naphthol